methyl 3-(2-(2-(p-toluenesulfonyloxy)ethoxy)ethoxy)benzoate CC1=CC=C(C=C1)S(=O)(=O)OCCOCCOC=1C=C(C(=O)OC)C=CC1